4-(((1R,3S)-3-amino-2,2,3-trimethylcyclopentyl)amino)-6-(1-methyl-1H-pyrazol-4-yl)-N'-(4-((E)-phenyldiazenyl)phenyl)pyrrolo[1,2-b]pyridazine-3-carboximidamide N[C@@]1(C([C@@H](CC1)NC=1C=2N(N=CC1C(N)=NC1=CC=C(C=C1)\N=N\C1=CC=CC=C1)C=C(C2)C=2C=NN(C2)C)(C)C)C